BrC1=CC2=C(N(N=C2C=C1Cl)[C@H]1C=C(C(=O)O)O[C@H]([C@@H]1NC(=O)C1CCCC1)[C@H](O)[C@H](O)CO)C#N 2,6-Anhydro-4-(5-bromo-6-chloro-3-cyano-2H-indazol-2-yl)-5-cyclopentanecarboxamido-3,4,5-trideoxy-D-glycero-D-galacto-non-2-enonic acid